C(C(O)C)(=O)OC(C(O)C)=O.C(CCCCCCCCCCCCCCC(C)C)[Na] isostearyl-sodium lactoyl-lactate